(S)-2-{[7-(3-fluorobenzyloxy)benzo[d][1,3]dioxol-4-yl]methylamino}butanamide FC=1C=C(COC2=CC=C(C3=C2OCO3)CN[C@H](C(=O)N)CC)C=CC1